NC1=CC=C(C=N1)CN1N=CC(=C1)NC1=NC=C(C(=N1)C1=CN(C2=CC=CC=C12)S(=O)(=O)C1=CC=CC=C1)Cl N-(1-((6-aminopyridin-3-yl)methyl)-1H-pyrazol-4-yl)-5-chloro-4-(1-(benzenesulfonyl)-1H-indol-3-yl)pyrimidin-2-amine